C(C)C(CC)NC=1C=C(C=2N(N1)C(=NN2)C(C)C)NC2=CC=NC=C2 N6-(1-ethylpropyl)-3-isopropyl-N8-(4-pyridyl)-[1,2,4]triazolo[4,3-b]pyridazine-6,8-diamine